1-isopropyl-3-methyl-azetidin C(C)(C)N1CC(C1)C